(2-chloro-5-fluoropyridin-4-yl)-1-[[2-(trimethylsilyl)ethoxy]methyl]pyrazole-3-carboxylic acid methyl ester COC(=O)C1=NN(C=C1C1=CC(=NC=C1F)Cl)COCC[Si](C)(C)C